FC1=C(C=C(C=C1)C1=C(N=C(C2=CC(=CC=C12)O)OCC(=O)O)C(CO)C)C 2-[[4-(4-fluoro-3-methyl-phenyl)-7-hydroxy-3-(2-hydroxy-1-methyl-ethyl)-1-isoquinolinyl]oxy]acetic acid